FC=1C=C(C#N)C=C(C1)[C@H]1N(OCC1)C(=O)[C@@H]1CC[C@H](CC1)CN1C=CC2=NC=C(C=C21)OCCO trans-3-fluoro-5-[(3S)-2-[4-[[6-(2-hydroxyethoxy)pyrrolo[3,2-b]pyridin-1-yl]methyl]cyclohexanecarbonyl]isoxazolidin-3-yl]benzonitrile